CC1=C(C(=CC=C1)C)C1=NC(=NC(=C1)OC1CNCC2=CC=NC=C12)NS(=O)(=O)C=1C=C(C(=O)O)C=CC1 3-[[4-(2,6-Dimethylphenyl)-6-(1,2,3,4-tetrahydro-2,6-naphthyridin-4-yloxy)pyrimidin-2-yl]sulfamoyl]benzoic acid